1,1-dimethoxy-1-[4-(2-bromoethoxymethyl)phenyl]ethane COC(C)(C1=CC=C(C=C1)COCCBr)OC